CC1=NN(C(=C1)C)CCN(CC[C@@H](C(=O)O)NC1=NC(=NC=C1)OC)CCCCC1=NC=2NCCCC2C=C1 (S)-4-((2-(3,5-dimethyl-1H-pyrazol-1-yl)ethyl)(4-(5,6,7,8-tetrahydro-1,8-naphthyridin-2-yl)butyl)amino)-2-((2-methoxypyrimidin-4-yl)amino)butanoic acid